C1OC=2C=C(CC(C)(C)NC)C=CC2O1 3,4-methylenedioxy-α,α,N-trimethyl-phenethylamine